C=CCCCCCC octa-1-ene